C(C)OC(CCCCN(C(=O)OC(C)(C)C)C1=CC=2N=C(N=C(C2S1)N1CCOCC1)C=1C=NC(=NC1)N)=O 5-{[2-(2-Amino-pyrimidin-5-yl)-4-morpholin-4-yl-thieno[3,2-d]pyrimidin-6-yl]-tert-butoxycarbonyl-amino}-pentanoic acid ethyl ester